1,1-bis(3'-indolyl)-1-(p-bromophenyl)methane C1=CC=C2C(=C1)C=CN2C(C3=CC=C(C=C3)Br)N4C=CC5=CC=CC=C54